FC1=C(C=CC=C1)/C(=N/O)/C1=NC=NC2=CC(=CC=C12)C=1C=NN(C1)C (Z)-(2-fluorophenyl)(7-(1-methyl-1H-pyrazol-4-yl)quinazolin-4-yl)methanone oxime